tert-Butyl N-{1-[4-(4-acetylpiperazin-1-yl)phenyl]cyclopropyl}carbamate C(C)(=O)N1CCN(CC1)C1=CC=C(C=C1)C1(CC1)NC(OC(C)(C)C)=O